N-(2-chloro-3-((5-chloro-3-methyl-4-oxo-3,4-dihydroquinazolin-6-yl)amino)-4-fluorophenyl)-3-methoxyazetidine-1-sulfonamide ClC1=C(C=CC(=C1NC=1C(=C2C(N(C=NC2=CC1)C)=O)Cl)F)NS(=O)(=O)N1CC(C1)OC